CN(CC(=O)N1CCC(CC1)C=1N=CC2=C(N1)C(=C(N2)C=2C=C(C=1N(C2)N=CN1)OC)C(C)C)C 2-(dimethylamino)-1-(4-(7-isopropyl-6-(8-methoxy-[1,2,4]triazolo[1,5-a]pyridin-6-yl)-5H-pyrrolo[3,2-d]pyrimidin-2-yl)piperidin-1-yl)ethan-1-one